[Ru](Cl)Cl.C1(=CC=CC=C1)P(C1=CC=CC=C1)C1=CC=CC=C1 triphenylphosphine ruthenium(ii) chloride